S1C=CC2=C1C=CC(=C2)N2C1C(CC2)CN(C1)C 1-(benzothien-5-yl)-5-methyloctahydropyrrolo[3,4-b]pyrrole